COC1=C(C=CC(=C1)OC)CN1[C@@H](CN(C[C@@H]1C=C)C(=O)[O-])C=C (3R,5S)-4-[(2,4-dimethoxyphenyl) methyl]-3,5-divinyl-piperazine-1-carboxylate